tert-butyl-2-{2-methyl-1H-pyrrolo[2,3-b]pyridin-3-yl}pyrido[3,4-d]pyrimidin-4-amine C(C)(C)(C)C1=CN=CC=2N=C(N=C(C21)N)C2=C(NC1=NC=CC=C12)C